4-cyanobiphenyl disulfide C(#N)C12C(C3C(C=C1)(C1=CC=CC=C1)S3)S2